5-(3,5-difluorobenzyl)-1,2,4-oxadiazol-3-amine FC=1C=C(CC2=NC(=NO2)N)C=C(C1)F